C1(CCC1)CNCC=1NC2=CC(=CC=C2C1)CN1N=NC(=C1)C1=CN2C(S1)=CN=C2 1-cyclobutyl-N-((6-((4-(imidazo[5,1-b]thiazol-2-yl)-1H-1,2,3-triazol-1-yl)methyl)-1H-indol-2-yl)methyl)methylamine